4-(2-fluorobenzenesulfonylamino)phenylboronic acid pinacol ester FC1=C(C=CC=C1)S(=O)(=O)NC1=CC=C(C=C1)B1OC(C)(C)C(C)(C)O1